1,2-diiodoethylene IC=CI